C(C)C1(NC(C2=NC=NC2=N1)=O)N 2-ethylguanine